CC1C(=O)OCCC1 alpha-methyl-valerolactone